C(C1=CC=CC=C1)OC(C(=O)NNC(=O)C1=NC(=C(C=C1NC(OC(C)(C)C)=O)C(F)(F)F)Br)(C(F)(F)F)COCCCO[Si](C1=CC=CC=C1)(C1=CC=CC=C1)C(C)(C)C tert-butyl N-[2-[[[2-benzyloxy-2-[3-[tert-butyl(diphenyl)silyl]oxypropoxymethyl]-3,3,3-trifluoro-propanoyl]amino]carbamoyl]-6-bromo-5-(trifluoromethyl)-3-pyridyl]carbamate